C1=CC2=CC3=CC(=C(N3)C=C4C=CC(=N4)C=C5C=CC(=N5)C=C1N2)C6=C(C(=C(C(=C6F)F)F)F)F (pentafluorophenyl)porphyrin